Ethyl 2-(1-isopropyl-1H-pyrazol-4-yl)cyclopropane-1-carboxylate C(C)(C)N1N=CC(=C1)C1C(C1)C(=O)OCC